C(C)[Al](CC)C#N diethyl-aluminum cyanide